COC=1C=C2C(=C3CC(C(CN3CC2)CC(C)C)=O)CC1OC 1,3,4,6,7,11-hexahydro-9,10-dimethoxy-3-(2-methylpropyl)-2H-benzo(a)quinolizin-2-one